N-(5-((3-((2-methoxypyridin-4-yl)oxy)azetidin-1-yl)methyl)thiazol-2-yl)acetamide COC1=NC=CC(=C1)OC1CN(C1)CC1=CN=C(S1)NC(C)=O